(R)-6-((2-azabicyclo[2.1.1]hexan-2-yl)methyl)-2-(3-(3-(fluoro(4-methyl-4H-1,2,4-triazol-3-yl)methyl)oxetan-3-yl)phenyl)-4-(trifluoromethyl)isoindolin-1-one C12N(CC(C1)C2)CC2=CC(=C1CN(C(C1=C2)=O)C2=CC(=CC=C2)C2(COC2)[C@H](C2=NN=CN2C)F)C(F)(F)F